N-(5-((4-ethylpiperazin-1-yl)methyl)pyridin-2-yl)-5-fluoro-4-(6-fluoro-3-methyl-1,2,3,4-tetrahydrobenzo[4,5]imidazo[1,2-a]pyridin-8-yl)pyrimidin-2-amine C(C)N1CCN(CC1)CC=1C=CC(=NC1)NC1=NC=C(C(=N1)C1=CC2=C(N=C3N2CCC(C3)C)C(=C1)F)F